5-((2-chlorophenoxy)methyl)-1,3,4-oxadiazole-2-thiol ClC1=C(OCC2=NN=C(O2)S)C=CC=C1